C(C)(C)(C)C=1C(=NC=CC1)N (tert-butyl)pyridin-2-amine